N[C@@H](C)CO |r| D,L-alaninol